S1C=NC(=C1)CN1CCCC1 1-(thiazol-4-ylmethyl)pyrrolidin